C1(CC1)CN1C2CC(CC1CC2)N2CCC(CC2)C2=CC1=C(N(C(=N1)C1=CC=C(C=C1)S(=O)(=O)C)C)C=C2F 5-(1-(8-(cyclopropylmethyl)-8-azabicyclo[3.2.1]oct-3-yl)piperidin-4-yl)-6-fluoro-1-methyl-2-(4-(methylsulfonyl)phenyl)-1H-benzo[d]imidazole